COC1=NC=CC=C1/C=C/CO (E)-3-(2-methoxypyridin-3-yl)prop-2-en-1-ol